5-amino-1-(3-hydroxy-2,6-dimethylphenyl)-2-(5,6,7,8-tetrahydro-[1,2,4]triazolo[1,5-a]pyrazine-7-carbonyl)-1H-imidazole-4-carbonitrile NC1=C(N=C(N1C1=C(C(=CC=C1C)O)C)C(=O)N1CC=2N(CC1)N=CN2)C#N